N-[4-(pentafluoro-λ6-sulfanyl)phenyl]-1-{4-[3-(propan-2-yl)imidazo[1,2-a]pyridin-6-yl]benzenesulfonyl}piperidin-4-amine FS(C1=CC=C(C=C1)NC1CCN(CC1)S(=O)(=O)C1=CC=C(C=C1)C=1C=CC=2N(C1)C(=CN2)C(C)C)(F)(F)(F)F